NC1=C(C(=O)OC)C(=CC=C1N)NCC1=CC=C(C=C1)OC methyl 2,3-diamino-6-((4-methoxybenzyl)amino)benzoate